C(C(=C)C)(=O)OC[Si](N[Si](C)(C)COC(C(=C)C)=O)(C)C 1,3-bis(methacryloxymethyl)-1,1,3,3-tetramethyldisilazane